C1(=CC=CC=C1)C(CSC1=NN=C(N1)C1=CC=CC=C1)=O 1-phenyl-2-((5-phenyl-4H-1,2,4-triazol-3-yl)thio)ethan-1-one